[C@H]12C[C@@H](C[C@H](C=CC1)C2)C([2H])([2H])OC(N[C@H](C(=O)N[C@H](CO)C[C@H]2C(NCC2)=O)CC(C)C)=O ((1S,3S,5R)-Bicyclo[3.3.1]non-6-en-3-yl)methyl-d2-((S)-1-(((S)-1-hydroxy-3-((S)-2-oxopyrrolidin-3-yl)propan-2-yl)amino)-4-methyl-1-oxopentan-2-yl)carbamate